C1(=CC=CC=C1)[P+](C1=CC=C(C=C1)F)(C1=CC=CC=C1)C1=CC=CC=C1 triphenyl-(p-fluorophenyl)phosphonium